(S)-7-(1-Aminoethyl)-3-ethyl-1,5-naphthyridin-2(1H)-one hydrochloride Cl.N[C@@H](C)C1=CN=C2C=C(C(NC2=C1)=O)CC